C(CCCCCCCC)C1=C(C=CC=C1)C=1C(=C(C=CC1)P([O-])([O-])=O)CCCCCCCCC.[Nd+3].C(CCCCCCCC)C1=C(C=CC=C1)C=1C(=C(C=CC1)P([O-])([O-])=O)CCCCCCCCC.C(CCCCCCCC)C1=C(C=CC=C1)C=1C(=C(C=CC1)P([O-])([O-])=O)CCCCCCCCC.[Nd+3] neodymium (n-nonylphenyl)((n-nonylphenyl)phosphonate)